(6-bromo-4,4-difluorohexyl)-4-methoxybenzenesulfonamide BrCCC(CCCC1=C(C=CC(=C1)OC)S(=O)(=O)N)(F)F